CS(=O)(=O)CCN1N=CC(=C1)C1=C2C(=NC=C1)N(N=C2CNC(OC(C)(C)C)=O)C2=CC=C(C=C2)OC(F)(F)F tert-butyl ((4-(1-(2-(methylsulfonyl)ethyl)-1H-pyrazol-4-yl)-1-(4-(trifluoromethoxy)phenyl)-1H-pyrazolo[3,4-b]pyridin-3-yl)methyl)carbamate